ClC=1C=C(C(=NC1)N1C([C@@H](N(C(C1)=O)CC1=CC=C(C=C1)Cl)C1CC(C1)O)=O)F (S)-1-(5-chloro-3-fluoropyridin-2-yl)-4-(4-chlorobenzyl)-3-((1s,3R)-3-hydroxycyclobutyl)piperazine-2,5-dione